tert-butyl 6-[4-(trifluoromethylsulfonimidoyl)phenoxy]-2-azaspiro[3.3]heptane-2-carboxylate FC(S(=O)(=N)C1=CC=C(OC2CC3(CN(C3)C(=O)OC(C)(C)C)C2)C=C1)(F)F